IC1=NN(C2=CN=C(C=C21)C2(CC1(CC1)C2)C#N)C(C2=CC=CC=C2)(C2=CC=CC=C2)C2=CC=CC=C2 5-(3-iodo-1-trityl-pyrazolo[3,4-c]pyridin-5-yl)spiro[2.3]hexane-5-carbonitrile